benzo[b]-phenothiazine C1=CC=CC=2SC=3C=C4C(=CC3NC12)C=CC=C4